COC1=CC=CC=C1NC(=O)NC2=CC3=CC=CC=C3C=C2 The molecule is a member of the class of phenylureas that is N-(2-methoxyphenyl)urea in which one of the two protons on the free NH2 function has been replaced by a 2-naphthyl group. It is a member of naphthalenes, a member of phenylureas and a monomethoxybenzene.